di(1-ethyl-3-methyl-imidazole) (4-methoxycarbonyl-phenyl)phosphonate COC(=O)C1=CC=C(C=C1)P(O)(O)=O.C(C)N1CN(C=C1)C.C(C)N1CN(C=C1)C